1-(4-(hydroxymethyl)phenyl)-3-(3-chlorophenyl)urea OCC1=CC=C(C=C1)NC(=O)NC1=CC(=CC=C1)Cl